N[C@H]1C2N(CC1CC2)C(=O)C=2C=C(C=1N(C2)N=C(C1C)C1=CC=2C(=NC(=CC2)C2CC2)N1CC1CC1)OC ((7R)-7-Amino-2-azabicyclo[2.2.1]heptan-2-yl)(2-(6-cyclopropyl-1-(cyclopropylmethyl)-1H-pyrrolo[2,3-b]pyridin-2-yl)-4-methoxy-3-methylpyrazolo[1,5-a]pyridin-6-yl)methanone